(R)-N-(4-(3-(2,6-dimethylpyridin-4-yl)phenyl)thiazol-2-yl)-1-(4-methyl-3-(methylsulfonyl)benzoyl)azetidine-2-carboxamide CC1=NC(=CC(=C1)C=1C=C(C=CC1)C=1N=C(SC1)NC(=O)[C@@H]1N(CC1)C(C1=CC(=C(C=C1)C)S(=O)(=O)C)=O)C